tert-butyl (2S,4S)-2-methyl-4-(4-nitro-1H-pyrazol-1-yl)piperidine-1-carboxylate C[C@@H]1N(CC[C@@H](C1)N1N=CC(=C1)[N+](=O)[O-])C(=O)OC(C)(C)C